7-bromo-6-methoxy-2-methylisoquinolin-1-one BrC1=C(C=C2C=CN(C(C2=C1)=O)C)OC